C(C)(C)(C)OC(=O)N1C(CC(CC1)C1=NOCC(O1)CN1CCCCC1)(C)C tert-Butyl-rac-2,2-dimethyl-4-[5-(1-piperidylmethyl)-5,6-dihydro-1,4,2-dioxazin-3-yl]piperidine-1-carboxylate